C(C)(C)(C)OC(=O)C=1C=CC(=NC1)C(=O)O 5-[(tert-butoxy)carbonyl]pyridine-2-carboxylic acid